1-(4-(7-(3-(morpholine-4-carbonyl)phenyl)furo[3,2-b]pyridin-2-yl)piperazin-1-yl)ethan-1-one N1(CCOCC1)C(=O)C=1C=C(C=CC1)C1=C2C(=NC=C1)C=C(O2)N2CCN(CC2)C(C)=O